methyl 2-[4-(4,4,5,5-tetramethyl-1,3,2-dioxaborolan-2-yl)indazol-2-yl]acetate CC1(OB(OC1(C)C)C=1C2=CN(N=C2C=CC1)CC(=O)OC)C